COC=1C=C2C(=NC(=NC2=CC1OC)C)NC(C)C1=CC=CC2=C1C=C(S2)C(=O)OC methyl 4-{1-[(6,7-dimethoxy-2-methylquinazolin-4-yl)amino]ethyl}-1-benzothiophene-2-carboxylate